4-(2-aminoethyl)pyridin-2-amine NCCC1=CC(=NC=C1)N